N-(5-methyl-2-morpholinopyridin-4-yl)-6-(1H-pyrazol-4-yl)picolinamide CC=1C(=CC(=NC1)N1CCOCC1)NC(C1=NC(=CC=C1)C=1C=NNC1)=O